3-{[[1-(3-bromo-1H-pyrazolo[3,4-d]pyrimidin-4-yl)piperidin-4-yl](4-chlorophenyl)methyl]oxy}-N,N-dimethylpropan-1-amine BrC1=NNC2=NC=NC(=C21)N2CCC(CC2)C(OCCCN(C)C)C2=CC=C(C=C2)Cl